4-(4-chlorophenyl)-2-ethoxypyrimidine-4,5-diamine ClC1=CC=C(C=C1)C1(NC(=NC=C1N)OCC)N